C1=CC=CC=2C3=CC=CC=C3C(C12)CN(C([O-])=O)[C@H](CO[Si](C)(C)C(C)(C)C)C(C(NC(C1=CC=CC=C1)(C1=CC=CC=C1)C1=CC=CC=C1)=O)O.C(CCCCCCC)C=1C(=[NH+]C=CC1)N1CCNCC1 1-(3-octylpyridinium-2-yl)piperazine (9H-fluoren-9-yl)methyl-((2R)-1-((tert-butyldimethylsilyl)oxy)-3-hydroxy-4-oxo-4-(tritylamino)butan-2-yl)carbamate